tert-butyl 4-(4-((3-ethoxy-3-oxopropyl)amino)-3,5-difluorophenyl)piperazine-1-carboxylate C(C)OC(CCNC1=C(C=C(C=C1F)N1CCN(CC1)C(=O)OC(C)(C)C)F)=O